C(C1=CC=CC=C1)C=1C(NC(NC1)=S)=O 5-benzyl-2-thiouracil